2-[4,6-bis(4-hydroxy-piperidin-1-yl)-pyrimidin-2-ylamino]-4-methyl-thiazole-5-carboxylic acid ethyl ester C(C)OC(=O)C1=C(N=C(S1)NC1=NC(=CC(=N1)N1CCC(CC1)O)N1CCC(CC1)O)C